5-amino-N2-(4-fluorophenyl)-1-(3-methoxy-2,6-dimethylphenyl)-1H-imidazole-2,4-dicarboxamide NC1=C(N=C(N1C1=C(C(=CC=C1C)OC)C)C(=O)NC1=CC=C(C=C1)F)C(=O)N